O1C(CC1)C(=O)O oxetan-2-carboxylic acid